FC1=C(CN(C2CCC(CC2)NS(=O)(=O)C=2C=NC(=CC2)N2CCOCC2)C)C=CC=C1 N-((1r,4r)-4-((2-Fluorobenzyl)(methyl)amino)cyclohexyl)-6-morpholinopyridine-3-sulfonamide